BrC=1C=C(C=C2C(=CC=NC12)I)OC 8-Bromo-4-iodo-6-methoxyquinoline